N1CC(C1)OC=1C=C2C(=NC=NC2=CC1OC)NC1=C(C(=CC=C1)Cl)F 6-(azetidin-3-yloxy)-N-(3-chloro-2-fluorophenyl)-7-methoxyquinazolin-4-amine